CC1=CC=CC(=N1)C=1N=CC2=C(N1)N(CCC2)C2=CC=NC=C2C#N 4-(2-(6-methylpyridin-2-yl)-6,7-dihydropyrido[2,3-d]pyrimidin-8(5H)-yl)nicotinonitrile